C1(CC1)[C@@H]1NC2=C(C(N(C=3N=CC(=CC23)NC2=NC(=NC=C2Cl)Cl)C)=O)OCC1(F)F (S)-2-cyclopropyl-10-((2,5-dichloropyrimidin-4-yl)amino)-3,3-difluoro-7-methyl-1,2,3,4-tetrahydro-[1,4]oxazepino[2,3-c][1,8]naphthyridin-6(7H)-one